[2-chloro-4-[[3-[3-(trifluoromethyl)-1H-pyrazol-4-yl]imidazo[1,2-a]pyrazin-8-yl]amino]phenyl]-[4-[(3S)-3-hydroxypiperidine-3-carbonyl]piperazin-1-yl]methanone ClC1=C(C=CC(=C1)NC=1C=2N(C=CN1)C(=CN2)C=2C(=NNC2)C(F)(F)F)C(=O)N2CCN(CC2)C(=O)[C@]2(CNCCC2)O